1-(5-Azidopentyl)piperidin-4-one tert-butyl-(1S,4S)-5-(4-chloropyrido[3,2-d]pyrimidin-6-yl)-2,5-diazabicyclo[2.2.1]heptane-2-carboxylate C(C)(C)(C)OC(=O)N1[C@@H]2CN([C@H](C1)C2)C=2C=CC=1N=CN=C(C1N2)Cl.N(=[N+]=[N-])CCCCCN2CCC(CC2)=O